tert-butyl 4-(((3R,4R)-3-(4-(tert-butoxycarbonyl) phenyl)-1-(cyclopropylmethyl) piperidin-4-yl) methyl)-5,7-dimethyl-1H-indole-1-carboxylate C(C)(C)(C)OC(=O)C1=CC=C(C=C1)[C@@H]1CN(CC[C@H]1CC1=C2C=CN(C2=C(C=C1C)C)C(=O)OC(C)(C)C)CC1CC1